2-methyl-N-(1-(1-methyl-2-oxo-1,2-dihydrobenzo[cd]indol-6-yl)cyclopropyl)-5-(3-(piperidin-1-yl)pyrrolidin-1-yl)benzamide CC1=C(C(=O)NC2(CC2)C=2C=3C4=C(C(N(C4=CC2)C)=O)C=CC3)C=C(C=C1)N1CC(CC1)N1CCCCC1